pyrazolo[2,3-a]pyrimidine N1=CC=C2N1C=CC=N2